O=C1C=CC=NN1C=1C=CC(=NC1)N[C@@H]1C[C@H](CC1)NC1=NOC(=N1)C1(CCC1)C#N 1-(3-(((1S,3S)-3-((5-(6-oxopyridazin-1(6H)-yl)pyridin-2-yl)amino)cyclopentyl)amino)-1,2,4-oxadiazol-5-yl)cyclobutane-1-carbonitrile